2-[2-furyl-(methoxy)methylene]Malononitrile O1C(=CC=C1)C(=C(C#N)C#N)OC